C1(CCC1)CN([C@@H]1CC[C@H](CC1)N(C1=C(C(N(C=2C=CC(=NC12)C#N)C)=O)C#N)C)C1=CC=C(C=C1)C trans-8-((4-((cyclobutylmethyl)(p-tolyl)amino)cyclohexyl)(methyl)amino)-5-methyl-6-oxo-5,6-dihydro-1,5-naphthyridine-2,7-dicarbonitrile